(1-methylcyclobutyl-amino)pyrimidine-5-carboxamide CC1(CCC1)NC1=NC=C(C=N1)C(=O)N